BrCC1=CC(=C(C=C1)S(=O)(=O)C)F 4-(Bromomethyl)-2-fluoro-1-(methylsulfonyl)benzene